C1(CCCCCN1)=O e-ε-caprolactam